Cl.Cl.ClC=1C(=NC2=CC=C(C=C2C1)C=1C(=C(C=CC1)CN)C(F)(F)F)N1CCNCC1 [3-(3-chloro-2-piperazin-1-yl-6-quinolyl)-2-(trifluoromethyl)phenyl]methanamine dihydrochloride